Octanoyl-Iodobenzonitrile C(CCCCCCC)(=O)C=1C(=C(C#N)C=CC1)I